5-amino-6-(3-hydroxy-2,6-dimethylphenyl)-2,3-dimethyl-7-oxo-6,7-dihydrothieno[2,3-c]pyridine-4-carboxamide NC1=C(C2=C(C(N1C1=C(C(=CC=C1C)O)C)=O)SC(=C2C)C)C(=O)N